3-(5-methyl-1,3,4-thiadiazol-2-yl)propan-1-one CC1=NN=C(S1)CCC=O